tris-(2-tolyl) phosphate P(=O)(OC1=C(C=CC=C1)C)(OC1=C(C=CC=C1)C)OC1=C(C=CC=C1)C